[Ti].[Fe].[V] vanadium-iron-titanium